5-(2-bromoethyl)-6-chloro-1,3-dihydro-indole BrCCC=1C=C2CCNC2=CC1Cl